ClC=1C=C(C=C(C1F)Cl)C1(CC(=NO1)C1=CC(=C(C(=O)NC2=NN(C(=N2)C)C)C=C1)C)C(F)(F)F 4-(5-(3,5-dichloro-4-fluorophenyl)-5-(trifluoromethyl)-4,5-dihydroisoxazol-3-yl)-N-(1,5-dimethyl-1H-1,2,4-triazol-3-yl)-2-methylbenzamide